(3Z)-1-chloro-14,14-dihexyloxy-3-tetradecene ClCC\C=C/CCCCCCCCCC(OCCCCCC)OCCCCCC